2-(2-isopropylphenyl)-5-nitropyrimidin-4-ol C(C)(C)C1=C(C=CC=C1)C1=NC=C(C(=N1)O)[N+](=O)[O-]